[Te-2].[Te-2].[Te-2].[Zr+4] zirconium tritelluride